C(C)OC1=C(C=CC=C1)C1=NC=2CNCC3(C2C=C1)CCN(CC3)C3=C(C=CC=C3)C(F)(F)F 2'-(2-ethoxyphenyl)-1-(2-(trifluoromethyl)phenyl)-7',8'-dihydro-6'H-spiro[piperidine-4,5'-[1,7]naphthyridine]